4-((3-carboxyphenyl)carbamoyl)-2-(6-methoxy-2',6'-dimethyl-[1,1'-biphenyl]-3-yl)-5-methyl-1H-imidazole 3-oxide C(=O)(O)C=1C=C(C=CC1)NC(=O)C=1[N+](=C(NC1C)C=1C=C(C(=CC1)OC)C1=C(C=CC=C1C)C)[O-]